ClC1=C(C=C(OCC(=O)NC2CCN(CC2)C=2OC(=NN2)N2CC(C2)OC(F)(F)F)C=C1)F 2-(4-chloro-3-fluorophenoxy)-N-(1-{5-[3-(trifluoromethoxy)azetidin-1-yl]-1,3,4-oxadiazol-2-yl}piperidin-4-yl)acetamide